Divinyl-propylene glycol C(=C)C(C(C)O)(C=C)O